ClC1=C2C=CNC2=C(C=C1F)C=1[C@H](N(C[C@@H](C1)C)C)CO ((2S,5R)-3-(4-chloro-5-fluoro-1H-indol-7-yl)-1,5-dimethyl-1,2,5,6-tetrahydropyridin-2-yl)methanol